ClS(=O)(=O)C1=C(C=C(C=C1)OC)CC(=O)OCC ethyl 2-(2-chlorosulfonyl-5-methoxy-phenyl)acetate